FC(C1=CC=C(C[C@@H]2[C@@H]([C@H](OC2)C2=CC(=C(C(=C2)OC)OC)OC)COC(C(=CC)C)=O)C=C1)(F)F ((2S,3R,4R)-4-(4-(trifluoromethyl)benzyl)-2-(3,4,5-trimethoxyphenyl)tetrahydrofuran-3-yl)methyl-2-methylbut-2-enoate